3-chloro-4-((3,5-difluoropyridin-2-yl)methoxy-d2)-2'-(3-(ethylsulfonyl)-1H-pyrazol-1-yl)-5',6-dimethyl-2H-[1,4'-bipyridin]-2-one ClC=1C(N(C(=CC1OC([2H])([2H])C1=NC=C(C=C1F)F)C)C1=CC(=NC=C1C)N1N=C(C=C1)S(=O)(=O)CC)=O